((3aR,5R,7S,7aR)-1-isopropyl-3,3,5,7-tetramethyl-octahydrobenzo[c]isoxazol-5-yl)-4-methylbenzonitrile C(C)(C)N1OC([C@H]2[C@H]1[C@H](C[C@@](C2)(C)C2=C(C#N)C=CC(=C2)C)C)(C)C